C(=O)O.ClC1=CC=2N(C=C1)C=NC2CC(=O)NC2=NC=NC(=C2)NCC=2N=C1N(C=C(C=C1CO)C1CC1)C2 2-(7-chloroimidazo[1,5-a]pyridin-1-yl)-N-(6-(((6-cyclopropyl-8-(hydroxymethyl)imidazo[1,2-a]pyridin-2-yl)methyl)amino)pyrimidin-4-yl)acetamide formic acid salt